C(C)OC(CNC(C(N)C1=CC=CC=C1)=O)=O phenylglycinyl-glycine ethyl ester